C(CCCCCCCC=C(C(=O)N)C)C=C(C(=O)N)C octylenebis-methacrylamide